Methyl ((S)-3-cyclopropyl-2-(2-((S)-5-oxo-1-(2,3,5-trifluorobenzyl)pyrrolidin-2-yl)acetamido)propanoyl)-L-leucinate C1(CC1)C[C@@H](C(=O)N[C@@H](CC(C)C)C(=O)OC)NC(C[C@H]1N(C(CC1)=O)CC1=C(C(=CC(=C1)F)F)F)=O